(S)-8,8-dimethyl-2-oxo-7,8-dihydro-2H,6H-pyrano[3,2-g]chromen-7-yl-(E)-3-(4-fluorophenyl)propan-ol CC1(C(CC=2C=C3C=CC(OC3=CC2O1)=O)[C@H](CCC1=CC=C(C=C1)F)O)C